methyl (S)-3-(8-bromo-6-(2-fluorophenyl)-1-((2-(4-methylpiperazin-1-yl)ethyl)thio)-4H-benzo[f][1,2,4]triazolo[4,3-a][1,4]diazepin-4-yl)propionate BrC=1C=CC2=C(C(=N[C@H](C=3N2C(=NN3)SCCN3CCN(CC3)C)CCC(=O)OC)C3=C(C=CC=C3)F)C1